3-(4-bromophenyl)-1-(3-methoxybenzyl)-2-oxo-1,3,8-triazaspiro[4.5]Decane-8-carboxylic acid methyl ester COC(=O)N1CCC2(CN(C(N2CC2=CC(=CC=C2)OC)=O)C2=CC=C(C=C2)Br)CC1